1-(1-Isopropylpiperidin-4-yl)-5-(8-methyl-[1,2,4]triazolo[1,5-a]pyridin-6-yl)-1,3-dihydro-2H-benzo[d]imidazol-2-on C(C)(C)N1CCC(CC1)N1C(NC2=C1C=CC(=C2)C=2C=C(C=1N(C2)N=CN1)C)=O